FC1=C(C=C(C=C1)C1=NC=CC=C1C=1C=C2C(=NC=NC2=CC1)OCCN1CCOCC1)C 4-(2-((6-(2-(4-Fluoro-3-methylphenyl)pyridin-3-yl)quinazolin-4-yl)oxy)ethyl)morpholine